COC1=CC=C(CC2CC23CNC(N(C3)C3CCN(CC3)C)=O)C=C1 (4-methoxybenzyl)-7-(1-methylpiperidin-4-yl)-5,7-diazaspiro[2.5]octan-6-one